7-(5-ethynylpyridin-2-yl)-9-(oxetan-3-yl)-3-oxa-7,9-diazabicyclo[3.3.1]nonane C(#C)C=1C=CC(=NC1)N1CC2COCC(C1)N2C2COC2